3-(1-(7-(2-methyl-[1,1'-biphenyl]-3-yl)imidazo[1,2-a]pyridin-3-yl)-1H-pyrazole-3-carboxamido)propanoic acid CC1=C(C=CC=C1C1=CC=2N(C=C1)C(=CN2)N2N=C(C=C2)C(=O)NCCC(=O)O)C2=CC=CC=C2